NC=1C=2N(C3=CC(=C(C=C3N1)Cl)C(=O)N(C1COC3=C1C=CC(=C3)C=3C=NN(C3)C)CC3CC3)C=NC2 4-amino-7-chloro-N-(cyclopropylmethyl)-N-(6-(1-methyl-1H-pyrazol-4-yl)-2,3-dihydrobenzofuran-3-yl)imidazo[1,5-a]quinoxaline-8-carboxamide